FC(C1=NN=C(O1)C1=CC(=NC=C1)C=1N(C=CN1)CC1=CC(=CC=C1)OC)F 4-[5-(difluoromethyl)-1,3,4-oxadiazol-2-yl]-2-{1-[(3-methoxyphenyl)methyl]-1H-imidazol-2-yl}pyridine